4a-(2,3-dichlorophenyl)octahydro-2H-benzo[b][1,4]oxazine ClC1=C(C=CC=C1Cl)C12C(OCCN1)CCCC2